divinylbis(3-methyl-1-butyn-3-oxy)silane C(=C)[Si](OC(C#C)(C)C)(OC(C#C)(C)C)C=C